OCCC[C@H](CNC([O-])=O)C (R)-(5-hydroxy-2-methylpentyl)carbamate